F[P-](F)(F)(F)(F)F.[Ir+3].FC1=CC=C(C=C1)C1=NC=CC=C1.FC1=CC=C(C=C1)C1=NC=CC=C1.F[P-](F)(F)(F)(F)F.F[P-](F)(F)(F)(F)F bis[2-(4-fluorophenyl)pyridine] iridium (hexafluorophosphate) salt